COC(=O)C=1C(=NN(C1)S(=O)(=O)C)COC 3-(methoxymethyl)-1-(methylsulfonyl)-1H-pyrazole-4-carboxylic acid methyl ester